BrC1=NC=2C=C(C=CC2C2=C1COC2)CN(C(=O)C=2C=NC(=CC2)C2CC2)C=2C(=NC=CC2)S(=O)(=O)C N-({4-bromo-1H,3H-furo[3,4-c]quinolin-7-yl}methyl)-6-cyclopropyl-N-(2-methanesulfonylpyridin-3-yl)pyridine-3-carboxamide